ClC1=C(C=CC(=C1)OC(F)(F)F)N1N=C(C=2C1=NC=CC2CO)C2CN(C2)C(=O)OC(C)(C)C tert-butyl 3-(1-(2-chloro-4-(trifluoromethoxy)phenyl)-4-(hydroxymethyl)-1H-pyrazolo[3,4-b]pyridin-3-yl)azetidine-1-carboxylate